1-((3S,4R)-4-(3-((4-amino-7-methyl-5-(4-methyl-3,4-dihydro-2H-benzo[b][1,4]oxazin-7-yl)-7H-pyrrolo[2,3-d]pyrimidin-6-yl)ethynyl)azetidin-1-yl)-3-hydroxypiperidin-1-yl)prop-2-en-1-one NC=1C2=C(N=CN1)N(C(=C2C=2C=CC1=C(OCCN1C)C2)C#CC2CN(C2)[C@H]2[C@H](CN(CC2)C(C=C)=O)O)C